bis(n-butylcyclopentadienyl)zirconium dichloride zirconium dichloride [Cl-].[Cl-].[Zr+4].[Cl-].[Cl-].C(CCC)C1(C=CC=C1)[Zr+2]C1(C=CC=C1)CCCC